1-Octyl-1-ethylpyrrolidinium methansulfonat CS(=O)(=O)[O-].C(CCCCCCC)[N+]1(CCCC1)CC